N-(1-(2-methoxyethyl)-1H-pyrazol-4-yl)-4-(3-phenylisooxazolidin-2-yl)-5-(trifluoromethyl)pyrimidin-2-amine COCCN1N=CC(=C1)NC1=NC=C(C(=N1)N1OCCC1C1=CC=CC=C1)C(F)(F)F